amino-2-(3,5-dichloro-4-((5-ethyl-1-isopropyl-6-oxo-1,6-dihydropyridin-3-yl)oxy)phenyl)-1,2,4-triazine NC=1N(NC=CN1)C1=CC(=C(C(=C1)Cl)OC1=CN(C(C(=C1)CC)=O)C(C)C)Cl